1,1,3,3,5,5-hexaacetylenyl-1,3,5-trisilacyclohexane C(#C)[Si]1(C[Si](C[Si](C1)(C#C)C#C)(C#C)C#C)C#C